FC1=C(C(=CC(=C1)OCCN1CC(C1)CF)F)[C@H]1N([C@@H](CC2=C1NC1=CC=CC=C21)C)CC(CO)(C)C 3-[(1R,3R)-1-[2,6-difluoro-4-[2-[3-(fluoromethyl)azetidin-1-yl]ethoxy]phenyl]-3-methyl-1,3,4,9-tetrahydropyrido[3,4-b]indol-2-yl]-2,2-dimethyl-propan-1-ol